C1(CC1)NC(C(=O)[O-])=O.[Na+] sodium 2-(cyclopropylamino)-2-oxoacetate